(2R,3S,5R)-5-(4-amino-2-chloro-7H-pyrrolo[2,3-d]pyrimidin-7-yl)-2-ethynyl-2-(hydroxymethyl)tetrahydrofuran-3-yl((5-methyl-2-oxo-1,3-dioxol-4-yl)methyl) carbonate C(OC(C=1OC(OC1C)=O)[C@H]1[C@](O[C@H](C1)N1C=CC2=C1N=C(N=C2N)Cl)(CO)C#C)([O-])=O